6-{[(3S)-3-methylcyclohexyl]methyl}-4-(methylsulfanyl)-2,3-dihydroisoindol-1-one C[C@@H]1CC(CCC1)CC1=CC(=C2CNC(C2=C1)=O)SC